3-(3-Methyl-1-oxo-5-(pyridin-2-yl)isoindolin-2-yl)piperidine-2,6-dione CC1N(C(C2=CC=C(C=C12)C1=NC=CC=C1)=O)C1C(NC(CC1)=O)=O